C1(=CC=C(C=C1)NC([O-])=O)NC([O-])=O 1,4-phenylenbiscarbamat